methyl 4-(3-oxobutanamido)cyclohexane-1-carboxylate O=C(CC(=O)NC1CCC(CC1)C(=O)OC)C